Cl.Cl.NCCOCCOCCN1CCC(CC1)CC(=O)NC1=NN(CC1)C1=CC(=C(C=C1)Cl)Cl 2-(1-(2-(2-(2-aminoethoxy)ethoxy)ethyl)piperidin-4-yl)-N-(1-(3,4-dichlorophenyl)-4,5-dihydro-1H-pyrazol-3-yl)acetamide dihydrochloride